CN1N=CC2=CC=CC(=C12)B(O)O 1-methylindazol-7-boronic acid